BrC1=C(C(=CC(=C1)Br)OC)O 2,4-dibromo-6-methoxyphenol